N1C=C(C2=CC=CC=C12)CCNC=1C2=C(N=C(N1)C=1C(=NC=CC1)N)SC=N2 N-(2-(1H-indol-3-yl)ethyl)-5-(2-aminopyridin-3-yl)thiazolo[5,4-d]pyrimidin-7-amine